C(CCC)C(=C)C1=CC=CC=C1 α-butyl-styrene